N,N-dibenzyl-1-methoxymethylamine C(C1=CC=CC=C1)N(CC1=CC=CC=C1)COC